N-(6-amino-5-ethylpyridin-3-yl)-2-((2R,5S)-2-(3-(2-(dimethylamino)Propoxy)phenyl)-5-methylpiperidin-1-yl)-2-oxoacetamide NC1=C(C=C(C=N1)NC(C(=O)N1[C@H](CC[C@@H](C1)C)C1=CC(=CC=C1)OCC(C)N(C)C)=O)CC